(5,6-difluoro-1H-indol-3-yl)carbamic acid tert-butyl ester C(C)(C)(C)OC(NC1=CNC2=CC(=C(C=C12)F)F)=O